(R)-4-(3-bromo-8-(1-methyl-1H-pyrazol-5-yl)imidazo[1,2-b]Pyridazin-6-yl)-3-methylmorpholine BrC1=CN=C2N1N=C(C=C2C2=CC=NN2C)N2[C@@H](COCC2)C